(4-(4-(tert-butoxyamino)butoxy)phenyl)dihydropyrimidine-2,4(1H,3H)-dione C(C)(C)(C)ONCCCCOC1=CC=C(C=C1)N1C(NC(CC1)=O)=O